N-methyl-N,N-dioctyl-1-octanaminium C[N+](CCCCCCCC)(CCCCCCCC)CCCCCCCC